methyl 2-chloro-3-((5-chloropyrazin-2-yl)thio)benzoate ClC1=C(C(=O)OC)C=CC=C1SC1=NC=C(N=C1)Cl